2-(2-{cyclooctyl-[(3-methylisoxazole-4-carbonyl)amino]methyl}-4-fluoro-1H-benzoimidazol-5-yl)pyrrolidine-1-carboxylic acid tert-butyl ester C(C)(C)(C)OC(=O)N1C(CCC1)C1=C(C2=C(NC(=N2)C(NC(=O)C=2C(=NOC2)C)C2CCCCCCC2)C=C1)F